O1CCOCC1 1,4-Di-Oxane